N-(4-chloro-2-((2,4-difluorophenyl)carbamoyl)-6-methylphenyl)-1-(3-chloropyridin-2-yl)-3-(2,2,2-trifluoroethoxy)-1H-pyrazole-5-formamide ClC1=CC(=C(C(=C1)C)NC(=O)C1=CC(=NN1C1=NC=CC=C1Cl)OCC(F)(F)F)C(NC1=C(C=C(C=C1)F)F)=O